2-cyclopropyl-3-ethyl-6,7-dihydro-5H-cyclopenta[b]pyridin-4-amine C1(CC1)C1=C(C(=C2C(=N1)CCC2)N)CC